CN1C2=C(C=CC1=O)N(C=C2C2=CC(=CC(=C2)OC2=NC=C(N=C2)C(F)(F)F)C)S(=O)(=O)C2=CC=C(C=C2)C 4-methyl-3-(3-methyl-5-{[5-(trifluoromethyl)pyrazin-2-yl]oxy}phenyl)-1-(4-methylbenzenesulfonyl)-1H,4H,5H-pyrrolo[3,2-b]pyridin-5-one